C(C)OCOC1=C(C=CC(=C1)C#C)C1=C(N=C(N=N1)N[C@H]1CN(CCC1)C([2H])([2H])[2H])C (R)-6-(2-(ethoxymethoxy)-4-ethynylphenyl)-5-methyl-N-(1-(methyl-d3)piperidin-3-yl)-1,2,4-triazin-3-amine